FC1(CN(C2(C1O)CCCC2)C(=O)C2=CN=C(S2)C(F)(F)F)F (3,3-difluoro-4-hydroxy-1-azaspiro[4.4]non-1-yl)(2-(trifluoromethyl)thiazol-5-yl)methanone